NC=1C=NN(C1C=1C=NN2C1N(C(CC2)C)C(=O)OC(C)(C)C)CC2=CC=C(C=C2)OC tert-butyl 3-(4-amino-1-(4-methoxybenzyl)-1H-pyrazol-5-yl)-5-methyl-6,7-dihydropyrazolo[1,5-a]pyrimidine-4(5H)-carboxylate